[(3S)-3-(1H-1,2,4-Triazol-5-yl)pyrrolidin-1-yl]-[6-[[3-(trifluoromethyl)-1,2,4-triazol-1-yl]methyl]-2-azaspiro[3.3]heptan-2-yl]methanone N1N=CN=C1[C@@H]1CN(CC1)C(=O)N1CC2(C1)CC(C2)CN2N=C(N=C2)C(F)(F)F